N1C=CC2=CC=C(C=C12)C1C(C(NCC1)C)COC1=CC=C2CNC(C2=C1)=O (+/-)-6-[[(trans,trans)-4-(1H-indol-6-yl)-2-methylpiperidin-3-yl]methoxy]-2,3-dihydro-1H-isoindol-1-one